NC1=C(C=CC=C1)NC[C@@H]1CC[C@H](CC1)C(=O)OC methyl trans-4-(((2-aminophenyl)amino)methyl)cyclohexane-1-carboxylate